N-[4-(4-fluoro-1,3-benzoxazol-2-yl)phenyl]-1,1-dioxo-thiane-4-carboxamide FC1=CC=CC2=C1N=C(O2)C2=CC=C(C=C2)NC(=O)C2CCS(CC2)(=O)=O